2λ5-phosphaquinoline N1=[PH2]C=CC2=CC=CC=C12